CN1CCN(CC1)C1=NC(=NC(=N1)NC=1SC(=CN1)C)SC1=CC=C(C=C1)NC(=O)NC1=CC=CC=C1 1-[4-[[4-(4-Methylpiperazin-1-yl)-6-[(5-methyl-1,3-thiazol-2-yl)amino]-1,3,5-triazin-2-yl]sulfanyl]phenyl]-3-phenylurea